4-allyl-6-chloro-2-(2-methoxyethyl)-2H-indazol-5-amine C(C=C)C=1C2=CN(N=C2C=C(C1N)Cl)CCOC